8-{1-[1-(2,4-Difluoro-phenyl)-5-oxo-pyrrolidin-3-ylmethyl]-1H-pyrazol-4-yl}-1-propyl-1,7-dihydro-purin-6-one FC1=C(C=CC(=C1)F)N1CC(CC1=O)CN1N=CC(=C1)C1=NC=2N=CN(C(C2N1)=O)CCC